tert-butyl (3R)-3-[[4-[8-[tert-butoxycarbonyl (2-cyanoallyl) amino]-7-methoxy-2-naphthyl]pyrimidine-2-carbonyl]amino]piperidine-1-carboxylate C(C)(C)(C)OC(=O)N(C=1C(=CC=C2C=CC(=CC12)C1=NC(=NC=C1)C(=O)N[C@H]1CN(CCC1)C(=O)OC(C)(C)C)OC)CC(=C)C#N